2-propylsulfide CC(C)SC(C)C